2-{1-[6-(dimethylamino)pyridin-2-yl]pyrazol-4-yl}acetonitrile CN(C1=CC=CC(=N1)N1N=CC(=C1)CC#N)C